Oct-3-yl-[3-(benzofuran-3-yl)-1-(methylsulfanyl-methyl)pyrazolo[4,3-c]Pyridin-6-yl]Methanone CCC(CCCCC)C(=O)C1=CC2=C(C=N1)C(=NN2CSC)C2=COC1=C2C=CC=C1